[Si](O)(O)(O)O.[Si](O)(O)(O)O silicic acid, silicate salt